CN1CCC(CC1)C1=C(C=C(C(=O)NC2=C3C=CC=NC3=CC=C2)C=C1)C(F)(F)F 4-(1-methylpiperidin-4-yl)-N-(quinolin-5-yl)-3-(trifluoromethyl)benzamide